C1(CCCCC1)C(CC)(CC)OC(=O)COC(=O)C1C2C=CC(C1)C2 5-(3-cyclohexyl-3-pentyloxycarbonylmethyloxycarbonyl)-bicyclo[2.2.1]hept-2-ene